1-(3-((3-methoxybenzyl)(4-(pyrrolidin-1-yl)benzyl)amino)benzyl)piperazine-2,5-dione COC=1C=C(CN(C=2C=C(CN3C(CNC(C3)=O)=O)C=CC2)CC2=CC=C(C=C2)N2CCCC2)C=CC1